(R)-3-(3-methoxy-6-vinylpyridazin-4-yl)-10-methyl-9,10,11,12-tetrahydro-8H-[1,4]diazepino[5',6':4,5]thieno[3,2-f]quinolin-8-one COC=1N=NC(=CC1C1=NC=2C=CC3=C(C2C=C1)C1=C(S3)C(N[C@@H](CN1)C)=O)C=C